N,N-diethyl-3-oxoglutaramic acid C(C)N(C(CC(CC(=O)O)=O)=O)CC